3-chloro-2-(2-(6-(difluoromethyl)-2-methylpyridin-3-yl)phenyl)-N-((3R,3aR,6R,6aR)-6-hydroxyhexahydrofuro[3,2-b]furan-3-yl)imidazo[1,2-a]pyridine-7-carboxamide ClC1=C(N=C2N1C=CC(=C2)C(=O)N[C@H]2[C@@H]1[C@H](OC2)[C@@H](CO1)O)C1=C(C=CC=C1)C=1C(=NC(=CC1)C(F)F)C